ClC1=C(OC(C(=O)N2CCN(CC2)S(=O)(=O)C=2C=CC3=C(CCO3)C2)(C)C)C=CC(=C1)F 2-(2-chloro-4-fluorophenoxy)-1-(4-((2,3-dihydrobenzofuran-5-yl)sulfonyl)piperazin-1-yl)-2-methylpropan-1-one